[Cl-].[Cl-].ClC1=CC=C(C=C1)C(=[Zr+2](C1=C(C(=CC=2C3=CC(=C(C=C3CC12)C1=CC=CC=C1)C(C)(C)C)C(C)(C)C)C1=CC=CC=C1)C1C=CC=C1)C1=CC=C(C=C1)Cl di(p-chlorophenyl)methylene(cyclopentadienyl)(2,7-diphenyl-3,6-di-t-butyl-fluorenyl)zirconium dichloride